3-Methanesulfonyl-4-methylbenzoic acid CS(=O)(=O)C=1C=C(C(=O)O)C=CC1C